tricosa-1,22-dien-12-ol C=CCCCCCCCCCC(CCCCCCCCCC=C)O